FC=1C(=NC=CC1)COC=1C=NC=CC1CN (3-((3-fluoropyridin-2-yl)methoxy)pyridin-4-yl)methanamine